1-(4-(2,6-dioxopiperidin-3-yl)phenyl)piperidine-4-carboxaldehyde O=C1NC(CCC1C1=CC=C(C=C1)N1CCC(CC1)C=O)=O